ClC.C(C=C)(=O)N acrylamide-chloromethane salt